C(C1=CC=CC=C1)C1(CC(=NO1)C1=CC(=CC=C1)C(C)(C)C)C(=O)OC Methyl 5-benzyl-3-(3-tert-butylphenyl)-4,5-dihydro-1,2-oxazole-5-carboxylate